2-(pyren-1-yl)vinylpyridine C1(=CC=C2C=CC3=CC=CC4=CC=C1C2=C34)C=CC3=NC=CC=C3